N6-Methyladenosine CNC1=C2C(=NC=N1)N(C=N2)[C@H]3[C@@H]([C@@H]([C@H](O3)CO)O)O